methyl 5-methoxy-2-(prop-1-yn-1-yl)isonicotinate COC1=CN=C(C=C1C(=O)OC)C#CC